FC(C=1C(=C(C=CC1F)[C@@H]1[C@H](O[C@@]([C@@H]1C)(C(F)(F)F)C)C(=O)NC1=CC(=NC=C1)C(=O)N)OC)F 4-((2S,3R,4R,5S)-3-(3-(difluoromethyl)-4-fluoro-2-methoxyphenyl)-4,5-dimethyl-5-(trifluoromethyl)tetrahydrofuran-2-carboxamido)picolinamide